methyl (Z)-3-(2-chlorophenyl)-5-(1-(dimethylamino)-3-oxobut-1-en-2-yl)isoxazole-4-carboxylate ClC1=C(C=CC=C1)C1=NOC(=C1C(=O)OC)/C(=C/N(C)C)/C(C)=O